rac-3-(5-amino-2-methyl-4-oxoquinazolin-3(4H)-yl)-(3-2H)-piperidine-2,6-dione NC1=C2C(N(C(=NC2=CC=C1)C)[C@]1(C(NC(CC1)=O)=O)[2H])=O |r|